6-bromo-1-methyl-N-[4-(trifluoromethoxy)phenyl]indazole-3-carboxamidine BrC1=CC=C2C(=NN(C2=C1)C)C(=N)NC1=CC=C(C=C1)OC(F)(F)F